2,5-dimethyl-2,5-bis(t-pentylperoxy)hexane Tertiary butyl-lactate C(C)(C)(C)OC(C(O)C)=O.CC(C)(CCC(C)(OOC(C)(C)CC)C)OOC(C)(C)CC